N(=O)N1CCN(CC1)C=O 4-nitrosopiperazine-1-carbaldehyde